tert-butyl N-[1-[2-[(3,5-dichlorobenzoyl)amino]-5-fluoro-4-(2-morpholin-4-ylpyrimidin-5-yl)phenyl]pyrrolidin-3-yl]-N-methylcarbamate ClC=1C=C(C(=O)NC2=C(C=C(C(=C2)C=2C=NC(=NC2)N2CCOCC2)F)N2CC(CC2)N(C(OC(C)(C)C)=O)C)C=C(C1)Cl